ethyl (2S,3R)-3-hydroxy-1-methylpyrrolidine-2-carboxylate O[C@H]1[C@H](N(CC1)C)C(=O)OCC